N1C=NC=C1C(=O)[O-] Imidazole-5(1H)-carboxylate